5-Ethyl-6-fluoro-4-(8-fluoro-2-(((2R,7aS)-2-fluorotetrahydro-1H-pyrrolizin-7a(5H)-yl)methoxy)-4-(3-methoxy-3-methylpiperidin-1-yl)pyrido[4,3-d]pyrimidin-7-yl)naphthalen-2-ol C(C)C1=C2C(=CC(=CC2=CC=C1F)O)C1=C(C=2N=C(N=C(C2C=N1)N1CC(CCC1)(C)OC)OC[C@]12CCCN2C[C@@H](C1)F)F